tert-butyl N-amino-N-[[(3S)-2-oxo-3-piperidyl]methyl]carbamate NN(C(OC(C)(C)C)=O)C[C@H]1C(NCCC1)=O